C(C(C)C)(=O)O[C@@H]1[C@H](O[C@H]([C@]1(C)F)N1C2=NC(=NC(=C2N=C1)NC)NC(C(C)C)=O)COC(CC1CCCCC1)=O (2R,3R,4R,5R)-2-((2-cyclohexylacetoxy)methyl)-4-fluoro-5-(2-isobutyramido-6-(methylamino)-9H-purin-9-yl)-4-methyltetrahydrofuran-3-yl isobutyrate